3,5-bis(trichloromethyl)phenyl-phosphoric acid ClC(C=1C=C(C=C(C1)C(Cl)(Cl)Cl)OP(O)(O)=O)(Cl)Cl